1-{2-[4-(4-dimethylamino-piperidin-1-yl)-3-methyl-phenylamino]-pyrimidin-4-yl}-1H-indole-3-carboxamide CN(C1CCN(CC1)C1=C(C=C(C=C1)NC1=NC=CC(=N1)N1C=C(C2=CC=CC=C12)C(=O)N)C)C